FC=1C(=NC(=NC1)NC=1C=NC(=CC1)OCCO)C1=CNC2=C(C=CC=C12)NC([C@@H](COC)N1CCN(CC1)C)=O (R)-N-(3-(5-fluoro-2-((6-(2-hydroxyethoxy)pyridin-3-yl)amino)pyrimidin-4-yl)-1H-indol-7-yl)-3-methoxy-2-(4-methylpiperazin-1-yl)propanamide